5-Fluoro-3-methyl-1-(1-methylpyrrolidin-3-yl)-1H-indole FC=1C=C2C(=CN(C2=CC1)C1CN(CC1)C)C